FC1=C(C(=CC=C1)F)N=NC1=CC=C(C=C1)OCCCC 2,6-difluoro-4'-butoxyazobenzene